sodium ethylamino-1,3,5-triazine-2-thione-4-thiolate C(C)NC1=NC(=NC(N1)=S)[S-].[Na+]